3-({3-[(2S)-2-(4-chlorophenyl)-2-hydroxy(2-2H)ethyl]-1,2,4-oxadiazol-5-yl}methyl)-5-methyl-1,2,3,4-tetrahydropyrimidine-2,4-dione ClC1=CC=C(C=C1)[C@@](CC1=NOC(=N1)CN1C(NC=C(C1=O)C)=O)([2H])O